2-(benzo[d]oxazol-2-ylamino)-N-((3-hydroxyoxetan-3-yl)methyl)-1-methyl-1H-benzo[d]imidazole-5-carboxamide O1C(=NC2=C1C=CC=C2)NC2=NC1=C(N2C)C=CC(=C1)C(=O)NCC1(COC1)O